5-(1H-imidazol-1-yl)-2-(3-((3-(methylamino)propyl)thio)-1,2,4-triazin-6-yl)phenol N1(C=NC=C1)C=1C=CC(=C(C1)O)C1=CN=C(N=N1)SCCCNC